3-hydroxyphenylvaleric acid CCCC(C1=CC(=CC=C1)O)C(=O)O